ethyl [1-(6-chloropyrimidin-4-yl)-3,5-dimethyl-1H-pyrazol-4-yl](difluoro)acetate ClC1=CC(=NC=N1)N1N=C(C(=C1C)C(C(=O)OCC)(F)F)C